4,4'-((1,7-diethyl-1,7-dihydrobenzo[1,2-d:4,5-d']diimidazol-2,6-diyl)bis(thiophene-5,2-diyl))bis(N,N-diphenylaniline) C(C)N1C(=NC2=C1C=C1N(C(=NC1=C2)C2=CC=C(S2)C2=CC=C(N(C1=CC=CC=C1)C1=CC=CC=C1)C=C2)CC)C2=CC=C(S2)C2=CC=C(N(C1=CC=CC=C1)C1=CC=CC=C1)C=C2